4-(4-(4-propenoylpiperazin-1-yl)phenyl)-6-(1-methyl-1H-pyrazol-4-yl)pyrazolo[1,5-a]pyrazine-3-carbonitrile C(C=C)(=O)N1CCN(CC1)C1=CC=C(C=C1)C=1C=2N(C=C(N1)C=1C=NN(C1)C)N=CC2C#N